C/C(=C/C(=O)O)/C=C/C=C(/C=C/C1=C(CCCC1(C)C)C)\C (2Z,4E,6E,8E)-3,7-dimethyl-9-(2,6,6-trimethyl-1-cyclohexenyl)nona-2,4,6,8-tetraenoic acid